7-Amino-5,6-difluoro-2-(((tetrahydro-2H-pyran-4-yl)thio)methyl)quinazolin-4(3H)-one NC1=C(C(=C2C(NC(=NC2=C1)CSC1CCOCC1)=O)F)F